2-((3-chloro-4-((8-ethoxy-7-(1-(1-ethoxyethyl)-1H-pyrazol-4-yl)-[1,2,4]triazolo[1,5-a]pyridin-2-yl) amino) phenyl) sulfonyl)-7-azaspiro[3.5]nonane-7-carboxylate ClC=1C=C(C=CC1NC1=NN2C(C(=C(C=C2)C=2C=NN(C2)C(C)OCC)OCC)=N1)S(=O)(=O)C1CC2(C1)CCN(CC2)C(=O)[O-]